(R)-4-chloro-3-hydroxybutanoate ClC[C@@H](CC(=O)[O-])O